1,3-dichloro-5,5-dimethyl-imidazoline-2,4-dione ClN1C(N(C(C1(C)C)=O)Cl)=O